O=C1NC(CCC1N1C(C2=CC=C(C=C2C1=O)OCCN1CCN(CC1)C(=O)OC(C)(C)C)=O)=O tertbutyl 4-(2-[[2-(2,6-dioxopiperidin-3-yl)-1,3-dioxoisoindol-5-yl]oxy]ethyl)piperazine-1-carboxylate